C(OC(C)(C)C)(OC=1C=CC=C2C=C(C=NC12)C1CC1)=O tert-butyl (3-cyclopropylquinolin-8-yl) carbonate